C(C1=CC=CC=C1)OCC(OCCOC1CCN(CC1)C(=O)OC(C)(C)C)C1CC1 tert-butyl 4-[2-(2-benzyloxy-1-cyclopropyl-ethoxy)ethoxy]piperidine-1-carboxylate